C(C)(=O)OC(C(F)(F)F)C1=CC=C(C2=C1N=C(O2)C21CNCC(CC2)N1C(=O)[O-])Br 5-(1-acetoxy-2,2,2-trifluoroethyl-7-bromobenzo[d]oxazol-2-yl)-3,8-diazabicyclo[3.2.1]octane-8-carboxylate